C(CCCCCCCCCC(=O)O)C(=O)O decylenedicarboxylic acid